C1=CC=CC=2C3=CC=CC=C3C(C12)COC(=O)NC(C(=O)O)CC1=CC(=C(C=C1)C(NOC1OCCCC1)=O)OC 2-((((9H-Fluoren-9-yl)methoxy)carbonyl)amino)-3-(3-methoxy-4-(((tetrahydro-2H-pyran-2-yl)oxy)carbamoyl)phenyl)propanoic acid